2-(4-acetamidophenyl)-N-(2-oxo-2,3-dihydro-1H-benzo[d]imidazol-5-yl)acetamide Methyl-4-(2-(2-aminopyridin-3-yl)-3H-imidazo[4,5-b]pyridin-3-yl)benzoate COC(C1=CC=C(C=C1)N1C(=NC=2C1=NC=CC2)C=2C(=NC=CC2)N)=O.C(C)(=O)NC2=CC=C(C=C2)CC(=O)NC2=CC1=C(NC(N1)=O)C=C2